IC=1C=C2C=3C(CCCC3N(C2=CC1)C1=NC=CC=N1)=O 6-Iodo-9-(2-pyrimidinyl)-1,2,3,9-tetrahydrocarbazol-4-one